pyrimidin-2-yl-piperidine-4-carboxamide N1=C(N=CC=C1)N1CCC(CC1)C(=O)N